4-(2-(5-Chloropyridin-2-yl)-2-methylbenzo[d][1,3]dioxol-4-yl)piperidine-1-carboxylic acid tert-butyl ester C(C)(C)(C)OC(=O)N1CCC(CC1)C1=CC=CC=2OC(OC21)(C)C2=NC=C(C=C2)Cl